2-[2-chloro-4-(4-chloro-phenoxy)phenyl]-2-hydroxy-3-(1,2,4-triazol-1-yl)propanoic acid ClC1=C(C=CC(=C1)OC1=CC=C(C=C1)Cl)C(C(=O)O)(CN1N=CN=C1)O